ClC1=C(CN2C=C(C3=CC=CC=C23)C(=O)N2CCN(CC2)C2=NC=CC=N2)C=CC(=C1)Cl (1-(2,4-dichlorobenzyl)-1H-indol-3-yl)(4-(pyrimidin-2-yl)piperazin-1-yl)methanone